BrCCCCCCO[Si](OC(OCCCCC\C=C/CC)CCCCCCC)(C)C (Z)-1-bromo-10-heptyl-8,8-dimethyl-7,9,11-trioxa-8-silaicos-17-ene